methyl cis-5,8,11,14,17-eicosapentaenoate C(CCC\C=C/CC=CCC=CCC=CCC=CCC)(=O)OC